(S)-1-(1-(benzyloxy)-3-((7-chloro-2,4-dihydroxy-6-(trifluoromethyl)quinazolin-8-yl)thio)propan-2-yl)pyridin-2(1H)-one C(C1=CC=CC=C1)OC[C@@H](CSC=1C(=C(C=C2C(=NC(=NC12)O)O)C(F)(F)F)Cl)N1C(C=CC=C1)=O